1-(5-Methyl-1,3,6,7,8,9-hexahydro-2,4,7-triaza-cyclopenta[a]naphthalen-2-yl)-2-[1-(6-trifluoromethyl-pyridin-3-yl)-azetidin-3-yl]-ethanone hydrochloride Cl.CC=1N=C2C(=C3CCNCC13)CN(C2)C(CC2CN(C2)C=2C=NC(=CC2)C(F)(F)F)=O